(S)-N-benzyloxycarbonyl-5-azaspiro[2.4]heptane C(C1=CC=CC=C1)OC(=O)N1CC2(CC2)CC1